[N+](=O)([O-])C=1C(=NC=CC1)C1=NC=C(C=N1)N 3-nitropyridin-2-ylpyrimidin-5-amine